C(C)N1[C@@H](CCCC1)COC=1C=C2CN(C(C2=CC1)=O)[C@H]1C(NC(CC1)=O)=O (R)-3-(5-(((S)-1-ethylpiperidin-2-yl)methoxy)-1-oxoisoindolin-2-yl)piperidine-2,6-dione